F[C@H]1CN(CCC1=O)C(=O)[O-] (3S)-3-fluoro-4-oxopiperidine-1-carboxylate